2,5-dimethylTetrahydrofuran CC1OC(CC1)C